BrC=1C=CC=2N(C3=CC=C(C=C3C2C1)Br)CCC[N+](C)(C)C 3-(3,6-dibromo-9H-carbazol-9-yl)-N,N,N-trimethyl-propan-1-aminium